anti-(2,4,6-trichlorophenol) ClC1=C(C(=CC(=C1)Cl)Cl)O